(S)-methyl 2-(2,6-dichloro-3-(3-phenylpropanamido)benzamido)-3-(3-((R)-2,3-dihydro-1H-inden-1-yl)ureido)propanoate ClC1=C(C(=O)N[C@H](C(=O)OC)CNC(=O)N[C@@H]2CCC3=CC=CC=C23)C(=CC=C1NC(CCC1=CC=CC=C1)=O)Cl